i-amyl vinyl ether C(=C)OCCC(C)C